[4-(4-amino-7-{1-[(dimethylamino)carbonyl]piperidin-4-yl}pyrrolo[2,1-f][1,2,4]triazin-5-yl)-3-fluorophenyl]-1-(4-fluorophenyl)-2-oxo-1,2-dihydropyridine-3-carboxamide NC1=NC=NN2C1=C(C=C2C2CCN(CC2)C(=O)N(C)C)C2=C(C=C(C=C2)C2=C(C(N(C=C2)C2=CC=C(C=C2)F)=O)C(=O)N)F